ClC=1C=C(CC2=NOC(=N2)C2=CC=C(COC3=CC=C(C=C3)CN(C)C)C=C2)C=CC1 1-(4-((4-(3-(3-Chlorobenzyl)-1,2,4-oxadiazol-5-yl)benzyl)oxy)phenyl)-N,N-dimethylmethanamine